The molecule is a member of the class of ureas that is 1-tert-butylurea in which one of the hydrogens attached to N(3) is substituted by a pyrido[2,3-d]pyrimidin-7-yl group, which is itself substituted at positions 2 and 6 by a 4-(diethylamino)butyl]amino group and a 3,5-dimethoxyphenyl group, respectively. It is a FGF/VEGF receptor tyrosine kinase inhibitor. It has a role as a fibroblast growth factor receptor antagonist, an antineoplastic agent and an EC 2.7.10.1 (receptor protein-tyrosine kinase) inhibitor. It is a pyridopyrimidine, a member of ureas, a tertiary amino compound, a dimethoxybenzene, an aromatic amine and a biaryl. CCN(CC)CCCCNC1=NC2=NC(=C(C=C2C=N1)C3=CC(=CC(=C3)OC)OC)NC(=O)NC(C)(C)C